COC1CCC(CC1)NC=1N=CC2=C(N1)NC=C2C=2C=CC1=C(N(N=N1)C)C2 N-((1s,4s)-4-methoxycyclohexyl)-5-(1-methyl-1H-benzo[d][1,2,3]triazol-6-yl)-7H-pyrrolo[2,3-d]pyrimidin-2-amine